trimethyl-2-hydroxyethanaminium chloride [Cl-].CC(C([NH3+])(C)C)O